4-(benzyloxy)-2-chloro-5-(1,3-dioxolan-2-yl)-3-fluorobenzoic acid C(C1=CC=CC=C1)OC1=C(C(=C(C(=O)O)C=C1C1OCCO1)Cl)F